COC=1C=C(CNC(C(=O)C2N(CCC2)C(CN2CC=CC3=CC=CC=C23)=O)=O)C=CC1OC N-(2-(2-(2-((3,4-Dimethoxybenzyl)amino)-2-oxoacetyl)pyrrolidin-1-yl)-2-oxoethyl)quinoline